ethyl 5-amino-2-[2-(3-cyanoanilino)-4-fluoro-phenyl]-6-(5-methyl-1-tetrahydropyran-2-yl-indazol-4-yl)pyrimidine-4-carboxylate NC=1C(=NC(=NC1C1=C2C=NN(C2=CC=C1C)C1OCCCC1)C1=C(C=C(C=C1)F)NC1=CC(=CC=C1)C#N)C(=O)OCC